N1C=C(C2=CC=CC=C12)C=1C=C(C=CC1)NS(=O)(=O)C1=CC=C(C=C1)OCCCBr N-(3-(1H-indol-3-yl)phenyl)-4-(3-bromopropoxy)benzenesulfonamide